3,5-di(methylthio)benzoic acid CSC=1C=C(C(=O)O)C=C(C1)SC